6-(((1-(3-azabicyclo[3.1.0]hexan-3-yl)propan-2-yl)oxy)methyl)pyridin C12CN(CC2C1)CC(C)OCC1=CC=CC=N1